(3,3-dimethyl-2-oxobutyl)malononitrile CC(C(CC(C#N)C#N)=O)(C)C